Methyl 3-(5-Acetyl-4-fluorothiophen-2-yl)-3-[3-(Hydroxymethyl)-4-methylphenyl]-2,2-dimethylpropanoate C(C)(=O)C1=C(C=C(S1)C(C(C(=O)OC)(C)C)C1=CC(=C(C=C1)C)CO)F